OCCCCCCCC 1-HYDROXYOCTANE